FC=1C(=NC=CC1CC=1C(OC2=CC(=CC=C2C1C)OCC#C)=O)NS(NC)(=O)=O 3-({3-fluoro-2-[(methylsulfamoyl)amino]pyridin-4-yl}methyl)-4-methyl-7-(prop-2-yn-1-yloxy)chromen-2-one